NC=1C(=NON1)N1N=NC(=C1C)C(=O)OC(C)C isopropyl 1-(4-amino-1,2,5-oxadiazol-3-yl)-5-methyl-1,2,3-triazole-4-carboxylate